[O-2].[Al+3].[Li+].[O-2] Lithium-Aluminium-Oxid